FC1(CCC(CC1)COC(=O)N[C@H](C(=O)N[C@H](C(=O)OC)C[C@H]1C(NCC1)=O)CC(C)C)F methyl (S)-2-((S)-2-((((4,4-difluorocyclohexyl)methoxy)carbonyl)amino)-4-methylpentanamido)-3-((S)-2-oxopyrrolidin-3-yl)propanoate